(7-(2-(4-(6-fluorobenzothiophen-4-yl)piperazin-1-yl)ethyl)-2-oxo-3,4-dihydroquinoline-1(2H)-yl)nicotinic acid methyl ester COC(C1=C(N=CC=C1)N1C(CCC2=CC=C(C=C12)CCN1CCN(CC1)C1=CC(=CC2=C1C=CS2)F)=O)=O